ClC1=CC(=C(C=C1)N1C(N(C(=CC1=O)C(F)(F)F)C)=O)F 3-(4-Chloro-2-fluorophenyl)-1-methyl-6-(trifluoromethyl)pyrimidin-2,4(1H,3H)-dion